[2-(methacryloyloxy)ethyl]dimethylammonium 1-naphthaleneacetate salt C1(=CC=CC2=CC=CC=C12)CC(=O)[O-].C(C(=C)C)(=O)OCC[NH+](C)C